N-(3-chloro-4-fluorophenyl)-2-methyl-5-(5-methylthiazol-2-yl)-2H-1,2,6-thiadiazine-3-carboxamide 1,1-dioxide ClC=1C=C(C=CC1F)NC(=O)C=1N(S(N=C(C1)C=1SC(=CN1)C)(=O)=O)C